2-Amino-2-(1-(4-Bromo-3-fluorophenyl)cyclopropyl)acetic acid NC(C(=O)O)C1(CC1)C1=CC(=C(C=C1)Br)F